Sodium 3-(2-{2-[2-({6-[6-(pyridin-2-yl)-1,2,4,5-tetrazin-3-yl]pyridin-3-yl}carbamoyl)ethoxy]ethoxy}ethoxy)propanoate N1=C(C=CC=C1)C1=NN=C(N=N1)C1=CC=C(C=N1)NC(=O)CCOCCOCCOCCC(=O)[O-].[Na+]